Methyl-5-methyl-3-oxothiofuran CC1SC(=CC1=O)C